C(CCCCCC(=O)OCC(CCCCCCCC)CCCCCC)(=O)OCC1=CC(=CC(=C1)COC(=O)OCC1CN(CCC1)CC)COC(CCC(OCCCCCCCC)OCCCCCCCC)=O 1-(3-(((4,4-bis(octyloxy)butanoyl)oxy)methyl)-5-(((((1-ethylpiperidin-3-yl)methoxy)carbonyl)oxy)methyl)benzyl) 7-(2-hexyldecyl) heptanedioate